(2S)-4-(((S)-3-fluoro-2-methoxypropyl)(4-(5,6,7,8-tetrahydro-1,8-naphthyridin-2-yl)butyl)amino)-2-(2-(3-fluoropyridin-2-yl)propanamido)butanoic acid FC[C@H](CN(CC[C@@H](C(=O)O)NC(C(C)C1=NC=CC=C1F)=O)CCCCC1=NC=2NCCCC2C=C1)OC